(E)-2-benzylidene-4,4,4-trifluorobutyric acid methyl ester COC(/C(/CC(F)(F)F)=C/C1=CC=CC=C1)=O